(2s,4s)-N-(3-chloro-4-fluorophenyl)-4-formyl-N-methyl-1-[6-methyl-4-(trifluoromethyl)pyridin-2-yl]pyrrolidine-2-carboxamide ClC=1C=C(C=CC1F)N(C(=O)[C@H]1N(C[C@H](C1)C=O)C1=NC(=CC(=C1)C(F)(F)F)C)C